1-(2-Ethoxy-5-fluoropyridin-4-yl)-6-fluoro-3-isopropyl-N-(3-methyl-1,1-dioxidothietan-3-yl)-2-oxo-2,3-dihydro-1H-benzo[d]imidazole-5-carboxamide C(C)OC1=NC=C(C(=C1)N1C(N(C2=C1C=C(C(=C2)C(=O)NC2(CS(C2)(=O)=O)C)F)C(C)C)=O)F